(S)-N-(1-(4-((2,3-Dihydro-1H-inden-2-yl)amino)phenyl)-2,2,2-trifluoroethyl)-N-methylpiperidine-4-carboxamide C1C(CC2=CC=CC=C12)NC1=CC=C(C=C1)[C@@H](C(F)(F)F)N(C(=O)C1CCNCC1)C